(1,3-phenylene)bis(methylene) diacrylate C(C=C)(=O)OCC1=CC(=CC=C1)COC(C=C)=O